4-maleimidobenzoic acid chloride C1(C=CC(N1C1=CC=C(C(=O)Cl)C=C1)=O)=O